O[C@@H](C(=O)O)CC.OCC(O)CO.OCC(O)CO diglycerol (R)-3-hydroxybutyrate